N-(4-((4,5-dichloropyridin-2-yl)amino)-3-(pyrimidin-4-yl)phenyl)acrylamide ClC1=CC(=NC=C1Cl)NC1=C(C=C(C=C1)NC(C=C)=O)C1=NC=NC=C1